dysprosium trihydroxide [OH-].[OH-].[OH-].[Dy+3]